4-([1,1'-biphenyl]-4-yl)-2,6-bis(3-(4,4-dimethyloxazolin-2-yl)phenyl)pyridine C1(=CC=C(C=C1)C1=CC(=NC(=C1)C1=CC(=CC=C1)C=1OCC(N1)(C)C)C1=CC(=CC=C1)C=1OCC(N1)(C)C)C1=CC=CC=C1